C=1N=CN2C1C(=CC=C2)C(=O)N2C[C@H]([C@@H](CC2)CC(C)(C)C)NC(OC(C)(C)C)=O tert-butyl ((3S,4R)-1-(imidazo[1,5-a]pyridine-8-carbonyl)-4-neopentylpiperidin-3-yl)carbamate